ammonium nitrogen water O.[N+3].[NH4+]